(3S)-3-{4-[(2,3-dimethylbut-2-en-1-yl)oxy]phenyl}hex-4-ynoic acid calcium salt [Ca+2].CC(COC1=CC=C(C=C1)[C@H](CC(=O)[O-])C#CC)=C(C)C.CC(COC1=CC=C(C=C1)[C@H](CC(=O)[O-])C#CC)=C(C)C